NC1=NC(=NC=C1)N1CC([C@@](CC1)(O)C)(F)F |r| Rac-1-(4-aminopyrimidin-2-yl)-3,3-difluoro-4-methylpiperidin-4-ol